[Si](C)(C)(C(C)(C)C)OCCOCCCC(=O)NC=1N=CC2=C(N=CC(=C2C1)C#CC=1C=CC2=C(N(N=N2)COCC[Si](C)(C)C)C1)NC 4-(2-((tert-butyldimethylsilyl)oxy)ethoxy)-N-(8-(methylamino)-5-((1-((2-(trimethylsilyl)ethoxy)methyl)-1H-benzo[d][1,2,3]triazol-6-yl)ethynyl)-2,7-naphthyridin-3-yl)butanamide